6-(2-(2-(3-hydroxypyrrolidin-1-yl)ethyl)-1-methyl-1H-benzimidazol-6-yl)-8-(4-methoxyphenyl)-2-((2,2,2-trifluoroethyl)amino)pterin OC1CN(CC1)CCC1=NC2=C(N1C)C=C(C=C2)C=2N=C1C(NC(N=C1N(C2)C2=CC=C(C=C2)OC)(N)NCC(F)(F)F)=O